phenyl-6-(phenylamino)-1,3,5-triazin-2-ylcarbamic acid tert-butyl ester C(C)(C)(C)OC(N(C1=NC(=NC=N1)NC1=CC=CC=C1)C1=CC=CC=C1)=O